CN(CC(=O)O)C1=NC2=CC=C(C=C2C(=C1)C1=CC=CC=C1)CCCC1=CC=CC=C1 2-{methyl[4-phenyl-6-(3-phenylpropyl)quinolin-2-yl]amino}acetic acid